4-methyl-3-(4'-cyanophenyl)-7-(3',5'-dimethylpyrazolyl)-coumarin CC1=C(C(OC2=CC(=CC=C12)C=1C(=NNC1C)C)=O)C1=CC=C(C=C1)C#N